2-amino-3-[[(2R)-2-amino-2-carboxyethyl]disulfanyl]propionic acid NC(C(=O)O)CSSC[C@@H](C(=O)O)N